C[C@H]1OCC1 (2R,3R)-2-methyloxetan